[Si](C)(C)(C(C)(C)C)OCCNC1=NC(=NC=C1C=O)SC 4-((2-((tert-butyldimethylsilyl)oxy)ethyl)amino)-2-(methylsulfanyl)pyrimidine-5-carbaldehyde